BrC=1C=2N(C=CC1)C(=C(N2)C#CCNC2=C(C=C(C=C2)S(=O)(=O)C)OC)CC N-(3-{8-bromo-3-ethylimidazo[1,2-a]pyridin-2-yl}prop-2-yn-1-yl)-4-methanesulfonyl-2-methoxyaniline